tert-Butyl 3-(cyanomethyl)-3-(4-(6-(1-methyl-1H-pyrazol-4-yl)pyrazolo[1,5-a]pyrazin-4-yl)-1H-pyrazol-1-yl)azetidine-1-carboxylate C(#N)CC1(CN(C1)C(=O)OC(C)(C)C)N1N=CC(=C1)C=1C=2N(C=C(N1)C=1C=NN(C1)C)N=CC2